isopropyl ((S)-(((2S,3S,4R,5R)-5-(4-amino-2-oxopyrimidin-1(2H)-yl)-2-fluoro-3,4-dihydroxy-4-methyltetrahydrofuran-2-yl)methoxy)(naphthalen-1-yloxy)phosphoryl)-L-alaninate NC1=NC(N(C=C1)[C@H]1[C@]([C@@H]([C@@](O1)(F)CO[P@](=O)(OC1=CC=CC2=CC=CC=C12)N[C@@H](C)C(=O)OC(C)C)O)(C)O)=O